O(C1=CC=CC=C1)C(C(C)O)O phenoxypropane-1,2-diol